C(C)OC(=O)C1=NC(=CC=C1)C(F)(F)F 6-(trifluoromethyl)pyridinecarboxylic acid ethyl ester